BrC=1C(N(C(=CC1OCC1=C(C=C(C=C1)F)F)CO)C=1C=C(C(=O)N)C=CC1C)=O 3-[3-bromo-4-[(2,4-difluorobenzyl)oxy]-6-(hydroxymethyl)-2-oxopyridin-1(2H)-yl]-4-methylbenzamide